BOC-L-alloisoleucine C(=O)(OC(C)(C)C)N[C@@H]([C@H](C)CC)C(=O)O